10-(2,5-diazabicyclo[2.2.1]heptan-2-yl)-4-bromo-7,7-dimethylindolo[1,2-a]quinazolin-5(7H)-one C12N(CC(NC1)C2)C2=CC=C1C(C=3N(C=4C=CC=C(C4C(N3)=O)Br)C1=C2)(C)C